ClC=1N=C(C2=C(N1)C(=CS2)CN2C(CCC2)C(=O)N)N2[C@@H](COCC2)C 1-((2-chloro-4-((R)-3-methylmorpholino)thieno[3,2-d]Pyrimidin-7-yl)methyl)pyrrolidine-2-carboxamide